C(#N)C=1C=C(C=CC1F)N1N=C(C=C1C(=O)NC1=C(C=CC(=C1)C(C1=CC=CC=C1)NCC1CC1)F)C(F)(F)F 1-(3-cyano-4-fluorophenyl)-N-(5-((cyclopropylmethylamino)-(phenyl)methyl)-2-fluorophenyl)-3-(trifluoromethyl)-1H-pyrazole-5-carboxamide